Hexylphosphonate C(CCCCC)P([O-])([O-])=O